O=C1NC(CCC1N1C(C2=CC=C(C=C2C1)N1N=NC(=C1)C=1C=NN(C1)C1CN(C1)C(=O)OC(C)(C)C)=O)=O tert-butyl 3-(4-{1-[2-(2,6-dioxopiperidin-3-yl)-1-oxo-3H-isoindol-5-yl]-1,2,3-triazol-4-yl}pyrazol-1-yl)azetidine-1-carboxylate